C(C)(C)(C)OC(=O)N(C1CCN(CC12CC2)C(=O)OCC2=CC=CC=C2)C2CC2 benzyl 8-[tert-butoxycarbonyl(cyclopropyl)amino]-5-azaspiro[2.5]octane-5-carboxylate